9-bromo-10-(4-tert-butylphenyl)anthracene BrC=1C2=CC=CC=C2C(=C2C=CC=CC12)C1=CC=C(C=C1)C(C)(C)C